BrC=1C=C(NC1)C(=O)NCC(=C=O)C1=CC=C(C=C1)OC 4-bromo-N-(2-(4-methoxyphenyl)-2-carbonylethyl)-1H-pyrrole-2-carboxamide